4,4'-thiobis(2-methylbenzene) S(C1=CC(=CC=C1)C)C1=CC(=CC=C1)C